tricyclo[3.3.1.03,7]nonane-3-carboxylic acid C12CC3(CC(CC3C1)C2)C(=O)O